ClC1=C(C(=C(C=C1)NC=1N(C2=NC(=NC=C2N1)NC1CCOCC1)C1CCC(CC1)C(=O)N)F)F (1s,4s)-4-(8-(4-chloro-2,3-difluorophenylamino)-2-(tetrahydro-2H-pyran-4-ylamino)-9H-purin-9-yl)cyclohexanecarboxamide